C(C(C)C)OC1=C(C(=O)N2CCN(CC2)CCCC2=CNC3=CC=C(C=C23)C#N)C=C(C=C1)S(=O)(=O)CC 3-[3-[4-(2-isobutoxy-5-ethylsulphonylbenzoyl)piperazin-1-yl]propyl]-1H-indole-5-carbonitrile